(1S,2S)-4-(t-butyldimethylsilyloxy)-1-(2-chlorophenyl)butane-1,2-diol [Si](C)(C)(C(C)(C)C)OCC[C@@H]([C@@H](O)C1=C(C=CC=C1)Cl)O